ClC1=CC(=C(C#N)C(=C1)OC1CC1)C=1N(N=CC1C=1C=C2C(=NNC(C2=C(C1)Cl)=O)CN1C(C2=CC=CC=C2C1=O)=O)C 4-chloro-2-[4-[8-chloro-4-[(1,3-dioxoisoindolin-2-yl)methyl]-1-oxo-2H-phthalazin-6-yl]-2-methyl-pyrazol-3-yl]-6-(cyclopropoxy)benzonitrile